6-[7-chloro-1H-pyrrolo[2,3-c]pyridin-3-yl]-2-ethylpyridazin-3-one ClC=1N=CC=C2C1NC=C2C=2C=CC(N(N2)CC)=O